C1=NC=C(C2=CC=CC=C12)N1C(N(CC1C#N)C=1C=NC(=NC1)C)=O 3-(isoquinolin-4-yl)-1-(2-methylpyrimidin-5-yl)-2-oxoimidazoline-4-carbonitrile